COC(=O)C1=NC=2C=CC(=CC2C2=C1C(N(C2=O)C2=CC=CC=C2)=O)C 8-methyl-1,3-dioxo-2-phenyl-2,3-dihydro-1H-pyrrolo[3,4-c]quinoline-4-carboxylic acid methyl ester